(1S,4R,6S,7R)-2-{2-[1-(Cyclopropylmethyl)-1H-pyrrolo[2,3-b]pyridin-2-yl]-7-methoxy-1-methyl-1H-1,3-benzodiazole-5-carbonyl}-N6,N6-dimethyl-2-azabicyclo[2.2.1]heptane-6,7-diamine C1(CC1)CN1C(=CC=2C1=NC=CC2)C2=NC1=C(N2C)C(=CC(=C1)C(=O)N1[C@@H]2[C@H](C[C@H](C1)[C@H]2N)N(C)C)OC